(1S,3aR,6aS)-2-((S)-2-fluoro-2-(3-fluorophenyl)propanoyl)-N-((S)-4-fluoro-3-oxo-1-((S)-2-oxopyrrolidin-3-yl)butan-2-yl)octahydrocyclopenta[c]pyrrole-1-carboxamide F[C@@](C(=O)N1[C@@H]([C@@H]2[C@H](C1)CCC2)C(=O)N[C@@H](C[C@H]2C(NCC2)=O)C(CF)=O)(C)C2=CC(=CC=C2)F